N1C(=O)NC=2N=C(NC2C1=O)C(=O)OCC.[K] potassium ethyl xanthinate